C[C@@H]1N(CC(C1)=O)C(=O)OC(C)(C)C tert-butyl (S)-2-methyl-4-oxopyrrolidine-1-carboxylate